benzyl 2-hydroxy-4,6-dimethoxybenzoate OC1=C(C(=O)OCC2=CC=CC=C2)C(=CC(=C1)OC)OC